(S)-7-(4-(5-chloro-2-methoxyphenyl)piperidin-1-yl)-2-(1,2,4-thiadiazol-5-yl)-5-oxa-2-azaspiro[3.4]octane ClC=1C=CC(=C(C1)C1CCN(CC1)[C@@H]1COC2(CN(C2)C2=NC=NS2)C1)OC